4-amino-6-(3,4-dichlorophenoxy)-5-(3-methoxy-2,6-dimethylphenyl)nicotinate NC1=C(C(=NC=C1C(=O)[O-])OC1=CC(=C(C=C1)Cl)Cl)C1=C(C(=CC=C1C)OC)C